methyl 3-{[(benzyloxy) carbonyl] amino}-2-oxo-[1,2'-bipyridine]-4'-carboxylate C(C1=CC=CC=C1)OC(=O)NC=1C(N(C=CC1)C1=NC=CC(=C1)C(=O)OC)=O